1-(4-(4-amino-7-cyclopropyl-7H-pyrrolo[2,3-d]pyrimidin-5-yl)-2-fluorophenyl)-3-(4-(4-methylpiperazin-1-yl)-3-(trifluoromethyl)phenyl)urea NC=1C2=C(N=CN1)N(C=C2C2=CC(=C(C=C2)NC(=O)NC2=CC(=C(C=C2)N2CCN(CC2)C)C(F)(F)F)F)C2CC2